CN1CCN(CC1)C1=CC=C(NC2=NC=CC(=N2)NC2=CC(=NC(=N2)C2=NC(=CC=C2)C)C(=O)OC)C=C1 methyl 6-[[2-[4-(4-methylpiperazin-1-yl)anilino]pyrimidin-4-yl]amino]-2-(6-methyl-2-pyridyl)pyrimidine-4-carboxylate